ClC1=CC=C(C(=O)OCC2=C[C@H]3[C@H]4[C@@H](O2)OC([C@@H]3C=C4)=O)C=C1 ((1S,4aS,5R,7aS)-8-oxo-1,4a,5,7a-tetrahydro-1,5-(epoxymethano) cyclopenta[c]pyran-3-yl)methyl 4-chlorobenzoate